NC1=NC=NC=2N(C3=CC(=C(C=C3C21)Br)C)CC(=O)OCCCC butyl 2-(4-amino-6-bromo-7-methyl-9H-pyrimido[4,5-b]indol-9-yl)acetate